7-bromo-2-oxo-1,3-benzoxaazole BrC1=CC=CC=2NC(OC21)=O